6-chloro-1-methyl-8-(trifluoromethyl)-1,2,3,4-tetrahydroisoquinoline ClC=1C=C2CCNC(C2=C(C1)C(F)(F)F)C